Ethyl 1-[1-{4-chloro-4'-[1-(cyclopropanecarbonyl)piperidin-4-yl][1,1'-biphenyl]-2-yl}piperidin-3-yl]-5-(difluoromethyl)-1H-pyrazole-4-carboxylate ClC1=CC(=C(C=C1)C1=CC=C(C=C1)C1CCN(CC1)C(=O)C1CC1)N1CC(CCC1)N1N=CC(=C1C(F)F)C(=O)OCC